The molecule is a fatty acid-taurine conjugate derived from N-[15(S)-hydroperoxy-(5Z,8Z,11Z,13E)]-icosatetraenoic acid. It has a role as a mouse metabolite. It derives from a 15(S)-HPETE. It is a conjugate acid of a N-[15(S)-hydroperoxy-(5Z,8Z,11Z,13E)-icosatetraenoyl]taurine(1-). CCCCC[C@@H](/C=C/C=C\\C/C=C\\C/C=C\\CCCC(=O)NCCS(=O)(=O)O)OO